COC(=O)C=1NC2=CC=C(C=C2C1)B(O)O 2-METHOXYCARBONYLINDOLE-5-BORONIC ACID